N-[6-(2,2-difluoroethoxy)-5-fluoro-2-methoxy-3-pyridyl]-1-(dimethylamino)isoquinoline-5-sulfonamide FC(COC1=C(C=C(C(=N1)OC)NS(=O)(=O)C=1C=2C=CN=C(C2C=CC1)N(C)C)F)F